N-(6-phenoxy-2-phenyl-pyrimidin-4-yl)benzenesulfonamide O(C1=CC=CC=C1)C1=CC(=NC(=N1)C1=CC=CC=C1)NS(=O)(=O)C1=CC=CC=C1